N-(1-([1,1'-Biphenyl]-2-yl)cyclopropyl)-5-(2-(dimethylamino)ethoxy)-2-methyl-benzamide C1(=C(C=CC=C1)C1(CC1)NC(C1=C(C=CC(=C1)OCCN(C)C)C)=O)C1=CC=CC=C1